C(C)(CC)C1C(NC2=C(CN1C(CCO)=O)C(=CC=C2)F)=O 3-(sec-butyl)-6-fluoro-4-(3-hydroxypropionyl)-1,3,4,5-tetrahydro-2H-benzo[1,4]diazepin-2-one